C(C)(C)C1=C(NC2=CC=C(C=C12)OCC(=O)NCCC1CNCCC1)C1=CC(=NC=C1)C 2-((3-isopropyl-2-(2-methylpyridin-4-yl)-1H-indol-5-yl)oxy)-N-(2-(piperidin-3-yl)ethyl)acetamide